2-[(3R)-3-(3-iodo-1-tetrahydropyran-2-yl-pyrazolo[3,4-c]pyridin-5-yl)oxybutyl]isoindoline-1,3-dione IC1=NN(C2=CN=C(C=C21)O[C@@H](CCN2C(C1=CC=CC=C1C2=O)=O)C)C2OCCCC2